C1(CCCCC1)P(C1=C(C=CC=C1)C1=C(C=C(C=C1C(C)C)C(C)C)C(C)C)C1CCCCC1.[Cl] chlorine (2-dicyclohexylphosphino-2',4',6'-tri-isopropyl-1,1'-Biphenyl)